O1C(C(OCC1)=O)=O 1,4-dioxacyclohexan-2,3-dione